(3S,4R,5R)-1-(((R)-1-(6-(trifluoromethyl)pyridin-2-yl)pyrrolidin-3-yl)methyl)piperidine-3,4,5-triol FC(C1=CC=CC(=N1)N1C[C@H](CC1)CN1C[C@@H](C([C@@H](C1)O)O)O)(F)F